1'-bromo-8'-chloro-4'H,6'H-spiro[1,3-dioxolane-2,5'-[1,2,4]triazolo[4,3-a][1]benzazepine] BrC1=NN=C2N1C1=C(CC3(C2)OCCO3)C=C(C=C1)Cl